ClC1=C(C(=CC=C1)C1CC1)NC(=O)N1CCC(CC1)(C)C1=NOC(=N1)[C@H]1[C@H](C1)F N-(2-chloro-6-cyclopropylphenyl)-4-(5-((1S,2S)-2-fluorocyclopropyl)-1,2,4-oxadiazol-3-yl)-4-methylpiperidine-1-carboxamide